2-(2H-benzotriazol-2-yl)-6-dodecyl-4-cresol N=1N(N=C2C1C=CC=C2)C2=CC(=CC(=C2O)CCCCCCCCCCCC)C